PERFLUOROOCTYL-TRIETHOXYSILANE methyl-4-(3-(5-(2-chloro-5-methoxyphenyl)-2-(methoxycarbonyl)thiophen-3-yl)ureido)isoquinoline-6-carboxylate COC(=O)C=1C=C2C(=CN=CC2=CC1)NC(=O)NC1=C(SC(=C1)C1=C(C=CC(=C1)OC)Cl)C(=O)OC.FC(C(F)(F)F)(O[Si](OC(C(F)(F)F)(F)F)(OC(C(F)(F)F)(F)F)C(C(C(C(C(C(C(C(F)(F)F)(F)F)(F)F)(F)F)(F)F)(F)F)(F)F)(F)F)F